((2S,4R,5R)-4-Acetoxy-5-(2-amino-8-oxo-7-(prop-2-yn-yl)-7,8-dihydro-9H-purin-9-yl)tetrahydrofuran-2-yl)methyl acetate C(C)(=O)OC[C@H]1O[C@H]([C@@H](C1)OC(C)=O)N1C2=NC(=NC=C2N(C1=O)CC#C)N